3-isopropyl-1-methyl-1-(7-(5-methyl-6-(3-(piperidin-1-yl)propoxy)pyridin-3-yl)quinoxalin-2-yl)urea C(C)(C)NC(N(C1=NC2=CC(=CC=C2N=C1)C=1C=NC(=C(C1)C)OCCCN1CCCCC1)C)=O